2-Methoxy-N-(6-(1-methyl-1H-imidazol-5-yl)isoquinolin-3-yl)Isonicotinamide COC=1C=C(C(=O)NC=2N=CC3=CC=C(C=C3C2)C2=CN=CN2C)C=CN1